B1=NN=CC=2C3=CC=CC=C3C3=CC=CC=C3C12 diazaboratriphenylene